F[B-](F)(F)F.O=C1N(C=CC=C1)OC(=[N+](C)C)N(C)C O-[2-oxo-1(2H)-pyridyl]-N,N,N',N'-tetramethyluronium tetrafluoroborate